FC([C@@H]1COCC(N1C=1N=C2N(CCOC3=C2C=CC(=C3F)N[C@H](C(=O)N)C)C1)=C=O)F (S)-2-((2-((S)-3-(difluoromethyl)-5-carbonylmorpholino)-8-fluoro-5,6-dihydrobenzo[f]imidazo[1,2-d][1,4]oxazepin-9-yl)amino)propanamide